11-fluoro-7,14-dimethyl-6,7,13,14-tetrahydro-1,15-ethenopyrazolo[3,4-e][7,2,4,10]benzothiatriazacyclotridecin-8(5H)-one 4,4-dioxide FC1=CC2=C(C(N(CCS(C3=C4N=C(N(C2)C)C=CN4N=C3)(=O)=O)C)=O)C=C1